2,3,2',3'-tetramethylbiphenyl CC1=C(C=CC=C1C)C1=C(C(=CC=C1)C)C